C(C)N1N=CC=C1C=1C=2N(N=C(C1)N1[C@@H](COCC1)C)C(=NC2)C2=CC=NN2 (R)-4-(4-(1-ethyl-1H-pyrazol-5-yl)-7-(1H-pyrazol-5-yl)imidazo[1,5-b]pyridazin-2-yl)-3-methylmorpholine